C(CCCCCCCCC)(=O)[O-].[K+].BrCC(=O)C1=C(C=CC(=C1)Cl)Cl 2-bromo-1-(2,5-dichlorophenyl)ethanone potassium n-decanoate